(3-(1-benzyl-3-(4-bromobenzyl)-2,5-dioxoimidazolin-4-yl)propanamido)-N-hydroxybutyramide C(C1=CC=CC=C1)N1C(N(C(C1=O)CCC(=O)NC(C(=O)NO)CC)CC1=CC=C(C=C1)Br)=O